tert-butyl (S)-6-(methoxy (methyl) carbamoyl)-5-azaspiro[2.4]heptane-5-carboxylate CON(C(=O)[C@H]1N(CC2(CC2)C1)C(=O)OC(C)(C)C)C